5-[4-(2-cyclopentylsulfanyl-3-pyridinyl)-2,6-difluoro-phenyl]hexanoic acid C1(CCCC1)SC1=NC=CC=C1C1=CC(=C(C(=C1)F)C(CCCC(=O)O)C)F